(S)-3-(1-Amino-1,3-dihydrospiro[inden-2,4'-piperidin]-1'-yl)-6-((2,3-dichloropyridin-4-yl)thio)pyrazin-2(1H)-on N[C@@H]1C2=CC=CC=C2CC12CCN(CC2)C=2C(NC(=CN2)SC2=C(C(=NC=C2)Cl)Cl)=O